NC1=CC(=C(C(=C1NCC(C)(O)C)Cl)F)Br 1-(6-amino-4-bromo-2-chloro-3-fluoro-anilino)-2-methyl-propan-2-ol